4-(5-(methoxymethoxy)-6-methylpyridin-2-yl)-1-methyl-1H-pyrazole-5-carboxylic acid COCOC=1C=CC(=NC1C)C=1C=NN(C1C(=O)O)C